(fluoromethyl)-6-methyl-4-(4,4,5,5-tetramethyl-1,3,2-dioxaborolan-2-yl)pyridine FCC1=NC(=CC(=C1)B1OC(C(O1)(C)C)(C)C)C